ClC=1C=C(OCC2=NN(C=C2)C)C=CC1B1OC(C(O1)(C)C)(C)C 3-((3-chloro-4-(4,4,5,5-tetramethyl-1,3,2-dioxaborolan-2-yl)phenoxy)methyl)-1-methyl-1H-pyrazole